C(C1=CC=CC=C1)C1(CCC1)OC(=O)N[C@H](C(=O)N[C@H](C(S(=O)(=O)[O-])O)C[C@H]1C(NCC1)=O)CC(C)C (2S)-2-((S)-2-(((1-benzylcyclobutoxy)carbonyl)amino)-4-methylpentanamido)-1-hydroxy-3-((S)-2-oxopyrrolidin-3-yl)propane-1-sulfonate